FC1(CC12CCN(CC2)CC=2C=CC=1N(C2)C=C(N1)CN1C(C2=CN=CC(=C2C=C1)N1CC2(C1)CCOCC2)=O)F 2-{[6-({1,1-difluoro-6-azaspiro[2.5]octan-6-yl}methyl)imidazo[1,2-a]pyridin-2-yl]methyl}-5-{7-oxa-2-azaspiro[3.5]nonan-2-yl}-1,2-dihydro-2,7-naphthyridin-1-one